4-((4-(dimethylamino)phenyl)imino)cyclohexa-2,5-dienone CN(C1=CC=C(C=C1)N=C1C=CC(C=C1)=O)C